FC1=CC=C2C(=NC(=NC2=C1)C)SCC(=O)C1=CC=C(S1)CNC(C(C)(C)C)=O N-((5-(2-((7-fluoro-2-methylquinazolin-4-yl)thio)acetyl)thiophen-2-yl)methyl)pivalamide